FC(CN1C(=NC2=NC=C(C=C21)C2=CNC=1N=C(N=CC12)NC1CCC(CC1)(O)CC)C)F 4-((5-(1-(2,2-difluoroethyl)-2-methyl-1H-imidazo[4,5-b]pyridin-6-yl)-7H-pyrrolo[2,3-d]pyrimidin-2-yl)amino)-1-ethylcyclohexan-1-ol